ClC=1C=CC2=C(N(C=3N=C(C=CC3C2=O)NCC2COC2)CC(=O)[O-])C1SC.[Na+] sodium 2-(8-chloro-9-(methylthio)-2-((oxetan-3-ylmethyl)amino)-5-oxobenzo[b][1,8]naphthyridin-10(5H)-yl)acetate